ClC1=C(OC2=NC(=CC=C2N2C(C3=CC=CC=C3C2=O)=O)NN)C=C(C=C1)F 2-(2-(2-chloro-5-fluorophenoxy)-6-hydrazineylpyridin-3-yl)isoindoline-1,3-dione